NC1=NC=NN2C1=C(C=C2C=2C=C(C(=NC2)OC)C(=O)N[C@@H]2CN(C[C@@H]2F)S(=O)(=O)C2=CC(=CC=C2)F)C(F)(F)F 5-[4-amino-5-(trifluoromethyl)pyrrolo[2,1-f][1,2,4]triazin-7-yl]-N-[(3R,4S)-4-fluoro-1-(3-fluorobenzenesulfonyl)pyrrolidin-3-yl]-2-methoxypyridine-3-carboxamide